ClC=1C=C2CC(COC2=CC1)C(=O)C1=CN(C=2C1=NC=C(C2)C=2C(=NNC2)Cl)CCO (6-Chlorochroman-3-yl)-[6-(3-chloro-1H-pyrazol-4-yl)-1-(2-hydroxyethyl)pyrrolo[3,2-b]pyridin-3-yl]methanone